methylpiperazine-2-one CN1C(CNCC1)=O